N-(6-Butoxy-2-morpholin-4-yl-4-oxo-4H-quinazolin-3-yl)-2-(3,5-difluoro-phenyl)-acetamide C(CCC)OC=1C=C2C(N(C(=NC2=CC1)N1CCOCC1)NC(CC1=CC(=CC(=C1)F)F)=O)=O